4-(3-(2-hydroxyethyl)pyrrolidin-1-yl)-1-(o-tolyl)-7-(trifluoromethyl)quinazolin-2(1H)-one OCCC1CN(CC1)C1=NC(N(C2=CC(=CC=C12)C(F)(F)F)C1=C(C=CC=C1)C)=O